FC1=C(C(=C2C=CNC2=C1F)SC)OC=1C=CC(=C(C1)C=1NC=C(N1)C1(CCOC2=C(C=CC=C12)/C=C/S(=O)(=O)N)C)F (E)-2-[4-[2-[5-[(6,7-difluoro-4-methylsulfanyl-1H-indol-5-yl)oxy]-2-fluoro-phenyl]-1H-imidazol-4-yl]-4-methyl-chroman-8-yl]ethenesulfonamide